N-(2,5-dichloro-3-pyridinyl)-carboxamide ClC1=NC=C(C=C1NC=O)Cl